3-chloro-1-(2,4-dihydroxyphenyl)propan-1-one ClCCC(=O)C1=C(C=C(C=C1)O)O